2-(3,8-Diazabicyclo[3.2.1]octan-8-yl)ethan-1-ol C12CNCC(CC1)N2CCO